bis[3-(N,N-diethylamino)hexyl]amine C(C)N(CC)C(CCNCCC(CCC)N(CC)CC)CCC